C1(CC1)S(=O)(=O)NC1=NC(=CC(=N1)C(C(=O)NC1=C(C=C(C=C1)C1=NC(=CN=C1)OCC)F)(C)C)C(F)(F)F 2-(2-(cyclopropanesulfonamido)-6-(trifluoromethyl)pyrimidin-4-yl)-N-(4-(6-ethoxypyrazin-2-yl)-2-fluorophenyl)-2-methylpropanamide